4,7-dihydro-1,4-oxaazepin O1C=CNC=CC1